sulfonylvinyl ether S(=O)(=O)=C=COC=C=S(=O)=O